tert-butyl-4-(6-bromo-1-methyl-1H-indol-2-yl)piperidine C(C)(C)(C)N1CCC(CC1)C=1N(C2=CC(=CC=C2C1)Br)C